(R)-N-(2-(6-((1-(2-Hydroxyethyl)piperidin-3-yl)amino)-4-methylpyridazin-3-yl)-5-(trifluoromethyl)phenyl)methanesulfonamide OCCN1C[C@@H](CCC1)NC1=CC(=C(N=N1)C1=C(C=C(C=C1)C(F)(F)F)NS(=O)(=O)C)C